5,6-dihydro-4H-[1,4]oxazepino[5,6,7-de]quinazoline N1=CN=C2C=3C(=CC=CC13)OCCN2